8-[2-(4-benzyloxy-5-methyl-2-propyl-pyrazol-3-yl)oxazol-4-yl]-N-[(2,4-dimethoxyphenyl)methyl]-7-fluoro-3-methyl-pyrrolo[1,2-a]pyrazine-6-carboxamide C(C1=CC=CC=C1)OC1=C(N(N=C1C)CCC)C=1OC=C(N1)C=1C(=C(N2C1C=NC(=C2)C)C(=O)NCC2=C(C=C(C=C2)OC)OC)F